5-methoxy-1,3-dimethyl-benzimidazol-2-one COC1=CC2=C(N(C(N2C)=O)C)C=C1